CN(CCC1=CNC=2C=CC=C(C12)O)C(C)C 3-[2-[methyl(propan-2-yl)amino]ethyl]-1H-indol-4-ol